CC1=CC=C(C(=O)OC)C=C1 methyl r-p-methylbenzoate